FC1CN(C1)C(=O)Cl 3-fluoroazetidine-1-carbonyl chloride